(R)-2-(((2R,4aR,6S,7R,8R,8aS)-7-azido-6-(benzyloxy)-2-phenylhexahydropyrano[3,2-d][1,3]dioxin-8-yl)oxy)propanoic acid N(=[N+]=[N-])[C@@H]1[C@H]([C@@H]2O[C@@H](OC[C@H]2O[C@@H]1OCC1=CC=CC=C1)C1=CC=CC=C1)O[C@@H](C(=O)O)C